C(C1=CC=CC=C1)SC1=CC(=C2C=CC(=NC2=C1)N(C(OC(C)(C)C)=O)C(=O)OC(C)(C)C)Br tert-butyl (7-(benzylthio)-5-bromoquinolin-2-yl)(tert-butoxycarbonyl)carbamate